C(C)(C)(C)OC(=O)N1C[C@H](CC1)C1CC(=NO1)Br.C(C)OCOC1=C(SC=C1CC(C)C)C1=C(C=CC=C1)C1=NC(=CC=C1)C1=C(C=CC=C1)C=1SC=C(C1OCOCC)CC(C)C 2,6-bis(2-(3-(ethoxymethoxy)-4-isobutylthiophene-2-yl)phenyl)pyridine tert-butyl-(3S)-3-(3-bromo-4,5-dihydroisoxazol-5-yl)pyrrolidine-1-carboxylate